FC1=C(COC2=CC=CC(=N2)C=2CCN(CC2)CC2=NC3=C(N2C[C@H]2OCC2)C=C(C=C3)C(=O)O)C=CC(=C1)C(CC)=O (S)-2-((6-((2-fluoro-4-propionylbenzyl)oxy)-3',6'-dihydro-[2,4'-bipyridin]-1'(2'H)-yl)methyl)-1-(oxetan-2-ylmethyl)-1H-benzo[d]imidazole-6-carboxylic acid